{2-[(9R)-9-phenyl-6-oxaspiro[4.5]decan-9-yl]ethyl}({[4-(trifluoromethyl)pyridin-3-yl]methyl})amine C1(=CC=CC=C1)[C@@]1(CCOC2(CCCC2)C1)CCNCC=1C=NC=CC1C(F)(F)F